5-cyanothiophene-2-sulfonyl chloride C(#N)C1=CC=C(S1)S(=O)(=O)Cl